C1(CCC1)CN(C(OC(C)(C)C)=O)[C@H]1CN(CCC1)C1=CC=C(C=C1)C1(COC1)N1N=NC(=C1)C=1C=NC=C(C1)OC tert-butyl (R)-(cyclobutylmethyl)(1-(4-(3-(4-(5-methoxypyridin-3-yl)-1H-1,2,3-triazol-1-yl)oxetan-3-yl) phenyl)piperidin-3-yl)carbamate